Bis(4-aminocyclohexyl)-methane NC1CCC(CC1)CC1CCC(CC1)N